C1(=CC=CC2=CC=CC=C12)CCC1=CC=CC2=CC=CC=C12 1,2-di-α-naphthylethan